2-(4-(3-isobutyl-1,2,4-oxadiazol-5-yl)piperazin-1-yl)-5-methyl-8-nitro-6-(trifluoromethyl)-4H-benzo[e][1,3]thiazin-4-one C(C(C)C)C1=NOC(=N1)N1CCN(CC1)C=1SC2=C(C(N1)=O)C(=C(C=C2[N+](=O)[O-])C(F)(F)F)C